tert-butyl 3-((4-((3-chloro-2-fluorophenyl)amino)-6-nitroquinazolin-7-yl)ethynyl)-3-methylazetidine-1-carboxylate ClC=1C(=C(C=CC1)NC1=NC=NC2=CC(=C(C=C12)[N+](=O)[O-])C#CC1(CN(C1)C(=O)OC(C)(C)C)C)F